FCOP1(OCCO1)=O 2-monofluoromethoxy-1,3,2-dioxaphospholane 2-oxide